C(C)(C)(C)NP(=O)(C)C1=C(C=C(C=C1)C1=NOC(=N1)C(F)(F)Cl)F N-(tert-butyl)-P-(4-(5-(chlorodifluoromethyl)-1,2,4-oxadiazol-3-yl)-2-fluorophenyl)-P-methylphosphinic amide